4,4-Difluoro-N-{4-[5-fluoro-7-methoxy-3-(pyridin-2-yl)-1H-pyrrolo[3,2-b]pyridin-2-yl]pyridin-2-yl}-2-(4-fluorophenyl)butanamid FC(CC(C(=O)NC1=NC=CC(=C1)C1=C(C2=NC(=CC(=C2N1)OC)F)C1=NC=CC=C1)C1=CC=C(C=C1)F)F